methyl-(S)-2-aminobutyric acid hydrochloride Cl.C[C@@](C(=O)O)(CC)N